FC=1C=C2C(=NNC2=CC1F)C1=NC2=CC=CC(=C2C=C1)C=1OC=NN1 2-(2-(5,6-difluoro-1H-indazol-3-yl)quinolin-5-yl)-1,3,4-oxadiazole